4-(tert-butoxycarbonylamino-methyl)-benzoic acid C(C)(C)(C)OC(=O)NCC1=CC=C(C(=O)O)C=C1